(3R,4S)-4-(azetidin-3-ylmethoxy)-3-fluoro-piperidine-1-carboxylic acid tert-butyl ester C(C)(C)(C)OC(=O)N1C[C@H]([C@H](CC1)OCC1CNC1)F